1-butyl-4-hydroxy-2-oxo-1,2-dihydro-quinoline-3-carboxylic acid (4-pentanoyl-phenyl)-amide C(CCCC)(=O)C1=CC=C(C=C1)NC(=O)C=1C(N(C2=CC=CC=C2C1O)CCCC)=O